CC(CCN1C(C=C(C=C1)C1=NC=2N(C=C1)N=CC2C=2C(=NC=C(C2)F)OC)=O)(C)C 1-(3,3-Dimethylbutyl)-4-(3-(5-fluoro-2-methoxypyridin-3-yl)pyrazolo[1,5-a]pyrimidin-5-yl)pyridin-2(1H)-one